C1(CC1)CN[C@H]1CN(CCC1)C1=CCN(C(=C1)C)CN1N=NC(=C1)C=1C=NC=C(C1)N(C)C (R)-4-(3-((cyclopropylmethyl)amino)piperidin-1-yl)-1-((4-(5-(dimethyl-amino)pyridin-3-yl)-1H-1,2,3-triazol-1-yl)methyl)-6-methylpyridin